C(C)(C)(C)OC(=O)N1CC=2N=CN=C(C2CC1)C(=C)C1=C(C=C(C=C1)F)C(F)(F)F 4-[1-[4-Fluoro-2-(trifluoromethyl)phenyl]vinyl]-5H,6H,7H,8H-pyrido[3,4-d]pyrimidine-7-carboxylic acid tert-butyl ester